BrC1=CC(=C(C=C1)S(=O)(=O)N1C[C@@H]([C@@](C1)(CO)O)OC1=CC(=C(C#N)C=C1)F)C#N 4-(((3S,4R)-1-((4-bromo-2-cyanophenyl)sulfonyl)-4-hydroxy-4-(hydroxymethyl)pyrrolidin-3-yl)oxy)-2-fluorobenzonitrile